tert-butyl (R)-4-(2-(3-(3-((4-bromobenzyl)(cyclohexyl)carbamoyl)piperidin-1-yl)phenoxy)-2-methylpropanoyl)piperazine-1-carboxylate BrC1=CC=C(CN(C(=O)[C@H]2CN(CCC2)C=2C=C(OC(C(=O)N3CCN(CC3)C(=O)OC(C)(C)C)(C)C)C=CC2)C2CCCCC2)C=C1